ethyl (2E)-3-[5-[(tert-butoxycarbonyl)amino]-2-chloropyridin-4-yl]prop-2-enoate C(C)(C)(C)OC(=O)NC=1C(=CC(=NC1)Cl)/C=C/C(=O)OCC